N1(C=CC2=CC=CC=C12)C(C(=O)O)CC Indole-1-yl-butyric acid